(3Z)-1-bromo-16,16-dimethoxy-3-hexadecene BrCC\C=C/CCCCCCCCCCCC(OC)OC